C(C)(C)(C)OC(=O)N[C@@H](CS)C(=O)OC methyl (tert-butoxycarbonyl)-L-cysteinate